CC1=C(C=CC=C1C)N1CCN(CC1)C(CN1N=C(C2=C1CCCCC2)C(=O)N2C[C@H]([C@H](CC2)O)F)=O 1-(4-(2,3-Dimethylphenyl)piperazin-1-yl)-2-(3-((3R,4S)-3-fluoro-4-hydroxypiperidin-1-carbonyl)-5,6,7,8-tetrahydrocyclohepta[c]pyrazol-1(4H)-yl)ethanon